2-phenyldibenzo[b,d]furan-1,3,6,7,8,9-d6-4-amine C1(=CC=CC=C1)C1=C(C2=C(OC3=C2C(=C(C(=C3[2H])[2H])[2H])[2H])C(=C1[2H])N)[2H]